CC1=CC(=NC=C1)N(C1=CC=CC=C1)C1=CC=CC=C1 4-methyl-N,N-diphenylpyridin-2-amine